(5s)-N6-(4,4-difluorocyclohexyl)-3-isopropyl-N8-(2-pyridylmethyl)-[1,2,4]triazolo[4,3-b]pyridazine-6,8-diamine FC1(CCC(CC1)NC=1C=C(C=2N(N1)C(=NN2)C(C)C)NCC2=NC=CC=C2)F